(R)-2-((3E,7E)-4,8-dimethyl-11-(oxetan-3-ylidene)undeca-3,7-dien-1-yl)-2,5,7,8-tetramethylchroman-6-ol C\C(=C/CC[C@]1(OC2=C(C(=C(C(=C2CC1)C)O)C)C)C)\CC\C=C(\CCC=C1COC1)/C